(R)-2-(3-(4-amino-2-oxo-3-(4-phenoxyphenyl)-2,3-dihydro-1H-imidazo[4,5-c]pyridin-1-yl)piperidine-1-carbonyl)-3-(4-methyl-1-(oxetan-3-yl)piperidin-4-yl)acrylonitrile NC1=NC=CC2=C1N(C(N2[C@H]2CN(CCC2)C(=O)C(C#N)=CC2(CCN(CC2)C2COC2)C)=O)C2=CC=C(C=C2)OC2=CC=CC=C2